COC=1C=CC(=C2CN(C(C12)=O)CC(C(=O)N)=C)C=1C=C2C(=NNC2=CC1)C 2-{[7-methoxy-4-(3-methyl-1H-indazol-5-yl)-1-oxo-2,3-dihydro-1H-isoindol-2-yl]methyl}prop-2-enamide